C1(CC(=O)OCCCCCCCO1)=O 7-heptylene malonate